(±)-tert-butyl 3-((trimethylsilyl)oxy)-8-azabicyclo[3.2.1]oct-2-ene-8-carboxylate C[Si](OC1=CC2CCC(C1)N2C(=O)OC(C)(C)C)(C)C